ammonium 4-pentadecoxybutoxy-[[rac-(1R)-2-(6-aminopurin-9-yl)-1-methyl-ethoxy]methyl]phosphinate C(CCCCCCCCCCCCCC)OCCCCOP([O-])(=O)CO[C@@H](CN1C2=NC=NC(=C2N=C1)N)C.[NH4+] |r|